C1(=CC(=CC(=C1)CNCCCNCCCNCC(C)C)CNCCCNCCCNCC(C)C)C1=CC=CC=C1 N1,N1'-([1,1'-biphenyl]-3,5-diylbis(methylene))bis(N3-(3-(isobutylamino)propyl)propane-1,3-diamine)